[C@@H]1(C[C@H](O)[C@@H](CO)O1)N1N=CC=2C(N)=NC=NC12 7-deaza-8-aza-2'-deoxyadenosine